4-cyclopropyl-3-(N-(2-(3,3-difluoropiperidin-1-yl)-5-(methylsulfonyl)phenyl)sulfamoyl)benzoic acid C1(CC1)C1=C(C=C(C(=O)O)C=C1)S(NC1=C(C=CC(=C1)S(=O)(=O)C)N1CC(CCC1)(F)F)(=O)=O